CS(=O)(=O)C=1C=C(C=CC1)CC(=O)O 2-(3-methylsulfonylphenyl)acetic acid